N-[rel-(15aR,16R)-11-fluoro-7-methyl-1-oxo-2,3,15a,16,17,18-hexahydro-1H,15H-4,8-(azeno)-10,14-(metheno)pyrrolo[1,2-j][1,8,10]oxadiazacycloheptadecin-16-yl]methanesulfonamide FC1=CC=C2C[C@H]3N(C(NCC=4C=CC(=C(OC1=C2)N4)C)=O)CC[C@H]3NS(=O)(=O)C |o1:6,24|